N-(phenylmethyl)-7H-purin-6-amine C1(=CC=CC=C1)CNC1=C2NC=NC2=NC=N1